CN1N=C(C(=C1)N1C(N(C=2C=NC=3C=C(C(=CC3C21)C=2C=NN(C2)CC)OC)C)=O)C 1-(1,3-Dimethyl-1H-pyrazol-4-yl)-8-(1-ethyl-1H-pyrazol-4-yl)-7-methoxy-3-methyl-1,3-dihydroimidazo[4,5-c]quinolin-2-one